chloro-4-(chloromethyl)pyridine ClC1=NC=CC(=C1)CCl